CC1C2C(CC(C1)C(=O)OCC1CC3C(CC1C)O3)O2 4-epoxy-5-methylcyclohexylmethyl 3,4-epoxy-5-methylcyclohexyl-carboxylate